C(C)(C)(C)OC(=O)N1CC2=CC=CC(=C2C[C@@H]1CN([C@H]1CCCC=2C=CC=NC12)C)N1C[C@@H](OCC1)C tert-butyl-(R)-3-((methyl((S)-5,6,7,8-tetrahydroquinolin-8-yl)amino)methyl)-5-((S)-2-methylmorpholino)-3,4-dihydroisoquinoline-2(1H)-carboxylate